C(C)(C)(C)C1=CC(=C(C=C1)C=1N([C@@H]([C@@H](N1)C1=CC=C(C=C1)Cl)C1=CC=C(C=C1)Cl)C(=O)Cl)OCC (4S,5R)-2-(4-tert-butyl-2-ethoxy-phenyl)-4,5-bis(4-chlorophenyl)-4,5-dihydroimidazole-1-carbonyl chloride